C1(C(C(C(C(C1[2H])([2H])[2H])([2H])[2H])([2H])[2H])([2H])[2H])([2H])C1=C(C(=NN=N1)C=1C(=C(C(=C(C1)[2H])[2H])[2H])C1=C(C(=C2C(C3=C(S2)C(=C(C(=C3[2H])[2H])[2H])[2H])=C1C1=C(C(=C(C(=C1C1=C(C(=C(C(=C1[2H])[2H])[2H])[2H])[2H])[2H])[2H])[2H])[2H])[2H])[2H])C1(C(C(C(C(C1[2H])([2H])[2H])([2H])[2H])([2H])[2H])([2H])[2H])[2H] [(diphenyl-d10)triazinyl][(biphenylyl-d9)dibenzothiophenyl-d6]benzene-d3